C(C)(C)(C)[Si](OCC1CCC(CC1)N1N=CC(=C1)B1OC(C(O1)(C)C)(C)C)(C1=CC=CC=C1)C1=CC=CC=C1 tert-butyl-diphenyl-[[4-[4-(4,4,5,5-tetramethyl-1,3,2-dioxaborolan-2-yl)pyrazol-1-yl]cyclohexyl]methoxy]silane